C(C1=CN=CC=C1)(=O)N[C@@H](C)C1=CC=C(C=C1)NC(OCC1=CC=C(C=C1)Cl)=O 4-chlorobenzyl (S)-(4-(1-(nicotinamido)eth-yl)phenyl)carbamate